tetrabutylammonium fumarate salt C(\C=C\C(=O)[O-])(=O)[O-].C(CCC)[N+](CCCC)(CCCC)CCCC.C(CCC)[N+](CCCC)(CCCC)CCCC